N-(2-oxo-1,2-dihydropyrimidin-4-yl)isobutyramide O=C1NC=CC(=N1)NC(C(C)C)=O